2-((S)-1-(((R)-tert-butylsulfinyl)amino)-7-fluoro-2,3-dihydro-1H-inden-1-yl)acetic acid methyl ester COC(C[C@]1(CCC2=CC=CC(=C12)F)N[S@](=O)C(C)(C)C)=O